3-(2,4-dimethylthiophen-3-yl)-1-[(1-methyl-1H-pyrazol-4-yl)(oxan-4-yl)sulfamoyl]urea CC=1SC=C(C1NC(NS(N(C1CCOCC1)C=1C=NN(C1)C)(=O)=O)=O)C